O=C1C(CN(CC1)C(=O)OC(C)(C)C)(C(=O)OC)CC1=NC=CC=C1 1-tert-Butyl 3-methyl 4-oxo-3-(pyridin-2-ylmethyl)piperidine-1,3-dicarboxylate